NC=1C(=NC(=CN1)C1=C(C=CC(=C1)C=1C=NN(C1)C)F)C(=O)N[C@@H]1CNC[C@H](C1)F 3-amino-6-(2-fluoro-5-(1-methyl-1H-pyrazol-4-yl)phenyl)-N-((3S,5S)-5-fluoropiperidin-3-yl)pyrazine-2-carboxamide